N-[4-[[dimethyl(oxo)-λ6-sulfanylidene]amino]-2-nitro-phenyl]-4-indol-1-yl-pyrimidin-2-amine CS(=O)(C)=NC1=CC(=C(C=C1)NC1=NC=CC(=N1)N1C=CC2=CC=CC=C12)[N+](=O)[O-]